13-Bromo-19,21-difluoro-14-hydroxy-16,16-dioxo-5-(trifluoromethyl)-9-oxa-16λ6-thia-17-azatetracyclo[16.3.1.111,15.02,7]tricosa-1(21),2(7),3,5,11,13,15(23),18(22),19-nonaen-10-one BrC=1C=C2C(OCC=3C=C(C=CC3C3=C(C=C(C(NS(C(C1O)=C2)(=O)=O)=C3)F)F)C(F)(F)F)=O